(E)-3-phenylpropyl 3-(3,5-dimethoxy-phenyl)acrylate COC=1C=C(C=C(C1)OC)/C=C/C(=O)OCCCC1=CC=CC=C1